1-(di(benzofuran-5-yl)methyl)piperazine O1C=CC2=C1C=CC(=C2)C(N2CCNCC2)C=2C=CC1=C(C=CO1)C2